BrC(C(=O)OCC)C1=C(C(=CC(=C1)C(C)OC)F)OC ethyl 2-bromo-2-(3-fluoro-2-methoxy-5-(1-methoxyethyl)phenyl)acetate